N-(5-(2-amino-[1,2,4]triazolo[1,5-a]pyridin-7-yl)-1-methyl-1H-indazol-3-yl)-2-(4-fluorophenyl)propanamide NC1=NN2C(C=C(C=C2)C=2C=C3C(=NN(C3=CC2)C)NC(C(C)C2=CC=C(C=C2)F)=O)=N1